(5R)-5-((1H-1,2,4-triazol-1-yl)methyl)-3-(3-fluoro-4-(1-oxo-1,4-thiazepan-4-yl)phenyl)oxazolidin-2-one N1(N=CN=C1)C[C@H]1CN(C(O1)=O)C1=CC(=C(C=C1)N1CCS(CCC1)=O)F